ClC=1C(=NC=CC1C)C1COC1 3-Chloro-4-methyl-2-(oxetan-3-yl)pyridine